5,7-di-tert-amyl-2-phenylbenzoxazole-13C C(C)(C)(CC)C=1C=C(C2=C(N=[13C](O2)C2=CC=CC=C2)C1)C(C)(C)CC